tert-butyl 3-(4-aminophenoxy)-3-methylpyrrolidine-1-carboxylate NC1=CC=C(OC2(CN(CC2)C(=O)OC(C)(C)C)C)C=C1